CCCCCCCCCC=C C10-undecene